N-(6-chloropyridin-3-yl)-6-(pyridin-3-ylmethoxy)isoquinolin-1-amine ClC1=CC=C(C=N1)NC1=NC=CC2=CC(=CC=C12)OCC=1C=NC=CC1